4-cyclohexen-1-yl-carboxylic acid C1(CCC=CC1)C(=O)O